COC=1C=C2C3=C(NC2=CC1)[C@@H]1[C@@H]2N(CC3)C[C@@H](C2)C1 (2R,12S,12aR)-8-methoxy-1,2,3,5,6,11,12,12a-octahydro-2,12-methanopyrrolo[1',2':1,2]azepino[4,5-b]indole